ClCCC[Si](OC)(OC)OC γ-chloropropyltrimethoxy-silane